C(C1=CC=CC=C1)N1[C@@H]2CN([C@H](C1C=O)C2)C(=O)OC(C)(C)C tert-Butyl (1S,4S)-5-benzyl-6-formyl-2,5-diazabicyclo[2.2.1]heptane-2-carboxylate